O1C(CCCC1)N1N=C(C=C1)C(=O)N1CCC(CC1)C(=O)O 1-(1-(tetrahydro-2H-pyran-2-yl)-1H-pyrazole-3-carbonyl)piperidine-4-carboxylic acid